5-cyclopropyl-N-[3-(1,1-difluoroethyl)phenyl]-1-[4-(difluoromethoxy)phenyl]-3-methyl-pyrazole-4-carboxamide C1(CC1)C1=C(C(=NN1C1=CC=C(C=C1)OC(F)F)C)C(=O)NC1=CC(=CC=C1)C(C)(F)F